6-phenylbenzofuran-4-ol-13C C1(=CC=CC=C1)C=1C=C2C(C=[13CH]O2)=C(C1)O